[5-cyclopropyl-2-[3-methyl-6-(trifluoromethylsulfonyl)imidazo[4,5-c]pyridin-2-yl]-3-pyridyl]-ethyl-imino-oxo-λ6-sulfane C1(CC1)C=1C=C(C(=NC1)C1=NC2=C(C=NC(=C2)S(=O)(=O)C(F)(F)F)N1C)S(=O)(=N)CC